rac-3-[4-(4-hydroxyphenyl)sulfonylmorpholin-2-yl]benzothiophene OC1=CC=C(C=C1)S(=O)(=O)N1C[C@H](OCC1)C1=CSC2=C1C=CC=C2 |r|